O1C(=NN=C1)N1CC2(C1)OC[C@H](C2)N2CCC(CC2)C2=C(OCC(C)(O)C)C=CC(=C2)F (S)-1-(2-(1-(2-(1,3,4-oxadiazol-2-yl)-5-oxa-2-azaspiro[3.4]octan-7-yl)piperidin-4-yl)-4-fluorophenoxy)-2-methylpropan-2-ol